CS(=O)(=O)C1=CC=C(C=C1)N[C@@H](CO)C(=O)O anti-p-methylsulfonylphenyl-serine